COC1=C(C=CC=C1)C(CN1C(N(C(C2=C1SC(=C2C)C=2OC=CN2)=O)C2CC(C2)C(=O)O)=O)OC2CCOCC2 (1R,3R)-3-(1-(2-(2-methoxyphenyl)-2-((tetrahydro-2H-pyran-4-yl)oxy)ethyl)-5-methyl-6-(oxazol-2-yl)-2,4-dioxo-1,2-dihydrothieno[2,3-d]pyrimidin-3(4H)-yl)cyclobutane-1-carboxylic acid